1-(((3-((2-(Difluoromethoxy)-6-methylpyridin-3-yl)carbamoyl)-3-(2-isopropylphenyl)azetidin-1-carbonyl)oxy)methyl)cyclopropan FC(OC1=NC(=CC=C1NC(=O)C1(CN(C1)C(=O)OCC1CC1)C1=C(C=CC=C1)C(C)C)C)F